N-(1-(2-(azetidin-1-yl)ethyl)-7-chloro-4-(2-chloro-5-fluorophenoxy)-3-(1,3-dioxoisoindolin-2-yl)-1H-indazol-5-yl)-3-fluoro-5-(trifluoromethyl)benzamide N1(CCC1)CCN1N=C(C2=C(C(=CC(=C12)Cl)NC(C1=CC(=CC(=C1)C(F)(F)F)F)=O)OC1=C(C=CC(=C1)F)Cl)N1C(C2=CC=CC=C2C1=O)=O